C(C)(C)(C)OC(=O)NCCCN1N=C(C(=C1)C(=O)[O-])NS(=O)(=O)C 1-(3-((tert-butoxycarbonyl)amino)propyl)-3-(methylsulfonamido)-1H-pyrazole-4-carboxylate